C(C)(C)(C)OC(=O)N1C[C@@H](CCC1)N (3R)-3-amino-piperidine-1-carboxylic acid tert-butyl ester